bis-(2-hydroxyethyl)-Hydroquinone OCCC=1C(=C(O)C=CC1O)CCO